(E)-4-(4-methoxypiperidin-1-yl)-1-(4-(4-((3-methyl-4-((1-methyl-1H-benzo[d]imidazol-5-yl)oxy)phenyl)amino)pyrrolo[2,1-f][1,2,4]triazin-5-yl)piperidin-1-yl)but-2-en-1-one COC1CCN(CC1)C/C=C/C(=O)N1CCC(CC1)C=1C=CN2N=CN=C(C21)NC2=CC(=C(C=C2)OC2=CC1=C(N(C=N1)C)C=C2)C